3-(2-(((4-methoxybenzyl)thio)methyl)imidazo[1,2-a]pyridin-7-yl)-5-(trifluoromethyl)-1,2,4-oxadiazole COC1=CC=C(CSCC=2N=C3N(C=CC(=C3)C3=NOC(=N3)C(F)(F)F)C2)C=C1